C(C)(C)(C)OC(=O)N1CC(CCC1)(C1=CNC2=NC=CC=C21)O tert-butyl-3-hydroxy-3-(1H-pyrrolo[2,3-b]pyridin-3-yl)piperidine-1-carboxylate